3-chloro-5-methoxy-pyridazine ClC=1N=NC=C(C1)OC